trans-3-(Butylamino)-5-(4-hydroxycyclohexyl)-8-morpholinopyrimido[4,5-c]isoquinolin-6(5H)-one C(CCC)NC=1N=CC2=C(N(C(C=3C=C(C=CC23)N2CCOCC2)=O)[C@@H]2CC[C@H](CC2)O)N1